para-aminoanisolesulfonic acid NC=1C=C(C(=CC1)OC)S(=O)(=O)O